methyl-5-(piperazin-1-yl)pyridineamide CC=1C(=NC=C(C1)N1CCNCC1)C(=O)N